OC(CCCC1=CCC(CC1)C=O)(C)C 4-(4-HYDROXY-4-METHYLPENTYL)-3-CYCLOHEXENE-1-CARBALDEHYDE